5-(benzo[b]thiophen-6-yl)-N-(5-chloro-1H-indol-3-yl)isoindoline-2-carboxamide S1C2=C(C=C1)C=CC(=C2)C=2C=C1CN(CC1=CC2)C(=O)NC2=CNC1=CC=C(C=C21)Cl